C(C)OC(C(C(=O)OCC)F)=O diethyl-2-fluoromalonate